3-(5-(difluoromethyl)-1,3,4-thiadiazol-2-yl)-N-(1-(fluoromethyl)cyclopropyl)-1-isobutylindolizine-6-sulfonamide FC(C1=NN=C(S1)C1=CC(=C2C=CC(=CN12)S(=O)(=O)NC1(CC1)CF)CC(C)C)F